4-methyl-N-(4-(((5-hydroxy-2,2-dimethyl-2H-chromen-6-yl)methylene)amino)phenyl)benzenesulfonamide CC1=CC=C(C=C1)S(=O)(=O)NC1=CC=C(C=C1)N=CC=1C(=C2C=CC(OC2=CC1)(C)C)O